(R)-4-((1R,6S)-5-((S)-2-(4-chlorophenyl)-3-(cyclopropylamino)propionyl)-2,5-diazabicyclo[4.1.0]heptan-2-yl)-5-methyl-5,8-dihydropyrido[2,3-d]pyrimidin-7(6H)-one ClC1=CC=C(C=C1)[C@H](C(=O)N1CCN([C@@H]2C[C@H]12)C=1C2=C(N=CN1)NC(C[C@H]2C)=O)CNC2CC2